N1(CCCCC1)C(C(=O)O)CC piperidin-1-yl-butyric acid